4-amino-5-(((1R,2S)-2-((4,4-difluorocyclohexyl)amino)cyclohexyl)(methyl)amino)-2-(2,6-dioxopiperidin-3-yl)isoindoline-1,3-dione NC1=C2C(N(C(C2=CC=C1N(C)[C@H]1[C@H](CCCC1)NC1CCC(CC1)(F)F)=O)C1C(NC(CC1)=O)=O)=O